(S)-4-((S)-3-Hydroxy-2-(6-methylheptanamido)propanamido)-2,2,6-trimethyl-3-oxohept-6-enoic acid OC[C@@H](C(=O)N[C@H](C(C(C(=O)O)(C)C)=O)CC(=C)C)NC(CCCCC(C)C)=O